bis(2-methylcyclopentyl)dimethoxysilane CC1C(CCC1)[Si](OC)(OC)C1C(CCC1)C